N-({6-[(cyclopropylamino)methyl]imidazo[1,2-a]pyridin-2-yl}methyl)-4-oxo-4H-pyrido[1,2-a]pyrimidine-2-carboxamide C1(CC1)NCC=1C=CC=2N(C1)C=C(N2)CNC(=O)C=2N=C1N(C(C2)=O)C=CC=C1